(2-chlorophenyl)-6-(pyridin-2-yl)imidazo[1,2-a]pyridine-3-carboxamide ClC1=C(C=CC=C1)C=1N=C2N(C=C(C=C2)C2=NC=CC=C2)C1C(=O)N